C(C)(C)(CC)NC1=NC=C2N=C(N(C2=N1)C1CCC(CC1)C(=O)N)NC1=CC(=CC=C1)C(F)(F)F (1S,4S)-4-(2-(tert-amylamino)-8-((3-(trifluoromethyl)phenyl)amino)-9H-purin-9-yl)cyclohexane-1-carboxamide